C(=O)O.CC=1C=C(C=CC1OC1=CC2=C(N(N=N2)C)C=C1)NC1=NC=NC2=C1N=C(N=C2)N2CCN(CC2)C(\C=C\CN2CCOCC2)=O (E)-1-(4-(8-((3-methyl-4-((1-methyl-1H-benzo[d][1,2,3]triazol-5-yl)oxy)phenyl)amino)pyrimido[5,4-d]pyrimidin-2-yl)piperazin-1-yl)-4-morpholinobut-2-en-1-one formate